4-pyrrolidinyl-phenyl-[4-(10-mercaptodecylthio)phenyl]ketone N1(CCCC1)C1=CC=C(C=C1)C1=C(C=CC(=C1)SCCCCCCCCCCS)C(=O)C1=C(C=C(C=C1)SCCCCCCCCCCS)C1=CC=C(C=C1)N1CCCC1